C(#N)[C@H]1N(CCC1)C(CN1C[C@H](CC1)C=1OC=2C(C1)=C(C=CC2)C(=O)N)=O ((S)-1-(2-((S)-2-cyanopyrrolidin-1-yl)-2-oxoethyl)pyrrolidin-3-yl)benzofuran-4-carboxamide